(E)-N-hydroxy-3-(3-(4-morpholinophenyl)benzo[c]isoxazol-5-yl)acrylamide ONC(\C=C\C1=CC=2C(=NOC2C2=CC=C(C=C2)N2CCOCC2)C=C1)=O